2,4-dichlorothieno[2,3-d]pyrimidine-6-carbaldehyde ClC=1N=C(C2=C(N1)SC(=C2)C=O)Cl